P(OC1=C(C=CC=C1)CCCC)(OC1=C(C=CC=C1)CCCC)OC1=C(C=CC=C1)CCCC tri(n-butyl-phenyl) phosphite